5-chloro-6-(1-methyl-1H-pyrazol-3-yl)pyridine-3-amine ClC=1C=C(C=NC1C1=NN(C=C1)C)N